2-[(4-methylpiperazine-1-yl)methyldimethylsilyl]styrene CN1CCN(CC1)C[Si](C1=C(C=C)C=CC=C1)(C)C